(2r,4r)-N-(4-chloro-1-cyclopentyl-2,3-dihydro-1H-inden-1-yl)-6,8-dioxo-5,7-diazaspiro[3.4]octane-2-carboxamide ClC1=C2CCC(C2=CC=C1)(C1CCCC1)NC(=O)C1CC2(C1)NC(NC2=O)=O